NCCCC[C@H](C1=NC(=NO1)CC1=CC=CC=C1)NC([C@H](CC1=C(C=C(C=C1C)O)C)NC([C@@H](CCCNC(=N)N)NC(OC(C)(C)C)=O)=O)=O tert-butyl ((R)-1-(((S)-1-(((R)-5-amino-1-(3-benzyl-1,2,4-oxadiazol-5-yl)pentyl)amino)-3-(4-hydroxy-2,6-dimethylphenyl)-1-oxopropan-2-yl)amino)-5-guanidino-1-oxopentan-2-yl)carbamate